C(C)OCC(C1CCC(CC1)C1=C(C(=NC=C1)F)C)NC=1OC(=NN1)C1=CC=C(C=C1)OC N-(2-Ethoxy-1-((1s,4s)-4-(2-fluoro-3-methylpyridin-4-yl)cyclohexyl)ethyl)-5-(4-methoxyphenyl)-1,3,4-oxadiazol-2-amine